OC(CCCCCC1(CCCCCCCCCCCCCC1)C(=O)O)CCCCCC1(CCCCCCCCCCCCCC1)C(=O)O.CS\C(=C/C(=O)C1=CC(=CC=C1)[N+](=O)[O-])\NC=1C=C2C=NN(C2=CC1)C1OCCCC1 (Z)-3-(methylthio)-1-(3-nitrophenyl)-3-((1-(tetrahydro-2H-pyran-2-yl)-1H-indazol-5-yl)amino)prop-2-en-1-one 6-Hydroxyundecane-1,11-diyl-dicyclopentadecanecarboxylate